7-(4-((1R,4R)-2-oxa-5-azabicyclo[2.2.1]hept-5-yl)-2-methoxy-5-nitrophenyl)-3-(2,6-dichloro-3,5-dimethoxyphenyl)-1-ethyl-1,6-naphthyridin-2(1H)-one [C@H]12OC[C@H](N(C1)C1=CC(=C(C=C1[N+](=O)[O-])C1=NC=C3C=C(C(N(C3=C1)CC)=O)C1=C(C(=CC(=C1Cl)OC)OC)Cl)OC)C2